S1C(=CC=C1)C=1SC(=CC1CC(=O)O)C=1SC=CC1 2-(2,5-di(thiophene-2-yl)thiophene-3-yl)acetic acid